4-(4-Fluorophenyl)-2-(4-nitrophenyl)-5-(4-pyridyl)-1H-imidazole FC1=CC=C(C=C1)C=1N=C(NC1C1=CC=NC=C1)C1=CC=C(C=C1)[N+](=O)[O-]